C1(=CC=CC2=CC=CC=C12)[C@@H](C)NC[C@@H]1OC2=CC=CC=C2C2(OCCO2)C1 (R)-1-(naphthalen-1-yl)-N-(((R)-spiro[chroman-4,2'-[1,3]dioxolane]-2-yl)methyl)ethan-1-amine